(S)-N-(1-(2-fluoro-4-methylphenyl)ethyl)-2-(4-oxo-benzo[d][1,2,3]triazin-3(4H)-yl)acetamide FC1=C(C=CC(=C1)C)[C@H](C)NC(CN1N=NC2=C(C1=O)C=CC=C2)=O